C(#N)C1=NC=CC(=N1)N1CCC(=CC1)C=1C(=CC(=C(C1)NC(=O)C1=CNC(C=C1C(F)(F)F)=O)N1C[C@H](N([C@H](C1)C)C)C)F |r| N-[5-[1-(2-cyanopyrimidin-4-yl)-3,6-dihydro-2H-pyridin-4-yl]-4-fluoro-2-[rac-(3R,5S)-3,4,5-trimethylpiperazin-1-yl]phenyl]-6-oxo-4-(trifluoromethyl)-1H-pyridine-3-carboxamide